3-(pyridine-3-yl)aniline N1=CC(=CC=C1)C=1C=C(N)C=CC1